(S)-1-[(S)-1-[(4-{2-[N-Methyl(sec-butyl)amino]-2-oxoethyl}-1-piperidyl)carbonyl]-3-methylbutyl]-3-isobutyl-2-piperazinone CN(C(CC1CCN(CC1)C(=O)[C@H](CC(C)C)N1C([C@@H](NCC1)CC(C)C)=O)=O)C(C)CC